N-(5-bromo-2,3-dihydro-1H-inden-4-yl)acetamide BrC=1C(=C2CCCC2=CC1)NC(C)=O